N-[cyclooctyl-(4-fluoro-1H-benzoimidazol-2-yl)methyl]-2-methylpyrazole-3-carboxamide C1(CCCCCCC1)C(NC(=O)C=1N(N=CC1)C)C1=NC2=C(N1)C=CC=C2F